4-(benzo[b]thiophen-3-yl)-2-chloropyrimidine S1C2=C(C(=C1)C1=NC(=NC=C1)Cl)C=CC=C2